C(C)N1[C@@H](CCC1)CNC(=O)C1=NN2C(N=C(C=C2C2=CC=CC=C2)C2=CC=CC=C2)=C1 (S)-N-((1-Ethylpyrrolidin-2-yl)methyl)-5,7-diphenylpyrazolo[1,5-a]pyrimidine-2-carboxamide